NC1CCC(CC1)NC1=NC2=CC=C(C=C2C=N1)C1=C(C(=C(C=C1)NS(=O)(=O)C1=C(C=CC=C1)Cl)F)F N-(4-(2-(((1r,4r)-4-aminocyclohexyl)amino)quinazolin-6-yl)-2,3-difluorophenyl)-2-chlorobenzene-sulfonamide